CN1N=CC2=C1N=CN(C2=O)NC2=C(C=C(C=C2)F)F 1-methyl-5-(2,4-difluorophenylamino)-1,5-dihydro-4H-pyrazolo[3,4-d]pyrimidin-4-one